C(C=C)C=1C=C(C(=C(C1)C1=C(C=CC(=C1)CC=C)O)O)C=CC(=O)C1=CSC=C1 3-(5,5'-diallyl-2,2'-dihydroxy-[1,1'-biphenyl]-3-yl)-1-(thiophen-3-yl)prop-2-en-1-one